FC(C(=O)O)(F)F.NC1=NN2C(N=CC=C2)=C1C(=O)NC(C)C=1C=C(C=2N(C1N1C[C@@H]([C@H](C1)O)O)C=NC2)Cl 2-Amino-N-(1-(8-chloro-5-((3S,4S)-3,4-dihydroxypyrrolidin-1-yl)imidazo[1,5-a]pyridin-6-yl)ethyl)pyrazolo[1,5-a]pyrimidine-3-carboxamide trifluoroacetate salt